NCC[C@H](C(=O)NC=1N=C(N(C1)C)C(=O)OCC)NC(=O)OC(C)(C)C ethyl 4-[(2R)-4-amino-2-[(tert-butoxycarbonyl)amino] butanamido]-1-methylimidazole-2-carboxylate